CN(C(=O)C1NCCC1)C=1C=C(C=CC1)C N-methyl-N-(m-tolyl)pyrrolidine-2-carboxamide